(2-fluoro-3-((2,3,4-trimethoxybenzyl)amino)phenyl)boronic acid FC1=C(C=CC=C1NCC1=C(C(=C(C=C1)OC)OC)OC)B(O)O